C1(CC1)C=1C=C2N(C(C=3N(C2=CC1)C=CN3)=O)C3=C(C(=CC=C3)F)C 7-Cyclopropyl-5-(3-fluoro-2-methylphenyl)imidazo[1,2-a]quinoxalin-4(5H)-one